Br.C(C1=CC=CC=C1)N phenmethyl-amine hydrobromide